N-(2-mercaptoethyl)octadecanamide SCCNC(CCCCCCCCCCCCCCCCC)=O